methyl 8-bromo-6-methyl-5,6-dihydro-4H-benzo[b]thieno[2,3-d]azepine-9-carboxylate BrC=1C(=CC2=C(N(CCC3=C2SC=C3)C)C1)C(=O)OC